FC(C=1C=CC=2N(N1)C(=CN2)C2=CC(=NC=N2)N2[C@H]([C@H](OC(C2)(C)C)CNS(=O)(=O)C)C)F N-(((2R,3S)-4-(6-(6-(Difluoromethyl)imidazo[1,2-b]pyridazin-3-yl)pyrimidin-4-yl)-3,6,6-trimethylmorpholin-2-yl)methyl)methanesulfonamide